NC=1C=CC(=C2CN(C(C12)=O)C/C(/C#N)=C/C)C=1C=C2C(=NNC2=CC1)C=1C=NC=CC1 (2Z)-2-({7-amino-1-oxo-4-[3-(pyridin-3-yl)-1H-indazol-5-yl]-2,3-dihydro-1H-isoindol-2-yl}methyl)but-2-enenitrile